C(C1CO1)C(CC(N)(CC1CO1)CC1CO1)(N)CC1CO1 tetraglycidyl-1,3-diaminopropane